N-methyl-1'-[(1-phenylpyrazol-4-yl)methyl]spiro[1H-isobenzofuran-3,4'-piperidine]-1-carboxamide CNC(=O)C1OC2(CCN(CC2)CC=2C=NN(C2)C2=CC=CC=C2)C2=CC=CC=C12